N-[(2-Amino-3-pyridyl)sulfonyl]-6-(3-ethoxyphenyl)-2-[(4S)-2,2,4-trimethylpyrrolidin-1-yl]pyridin-3-carboxamid NC1=NC=CC=C1S(=O)(=O)NC(=O)C=1C(=NC(=CC1)C1=CC(=CC=C1)OCC)N1C(C[C@@H](C1)C)(C)C